7-bromo-4',5-dichloro-6-fluoro-2'-(methylthio)-3,4,5',8'-tetrahydro-2H-spiro[naphthalene-1,7'-pyrano[4,3-d]pyrimidine] BrC1=C(C(=C2CCCC3(CC=4N=C(N=C(C4CO3)Cl)SC)C2=C1)Cl)F